FC(OCC1=CC=C(C=C1)CS(=O)(=O)N)F (4-((difluoromethoxy)methyl)phenyl)methanesulfonamide